FC(COC=1C(=NC=CC1)OC=1C=CC=2N(C1)C=C(N2)C(=O)OCC)(F)F ethyl 6-((3-(2,2,2-trifluoroethoxy)pyridin-2-yl)oxy)imidazo[1,2-a]pyridine-2-carboxylate